(6S)-1'-[7-(3-chloro-2-methyl-4-pyridinyl)-6-methyl-pyrazolo[1,5-a]pyrazin-4-yl]-2-methoxy-spiro[4,6-dihydro-cyclopenta[d]thiazol-5,4'-piperidin]-6-amine ClC=1C(=NC=CC1C1=C(N=C(C=2N1N=CC2)N2CCC1(CC2)[C@@H](C2=C(N=C(S2)OC)C1)N)C)C